(S)-4-((2-((2-methylpyridin-3-yl)oxy)ethyl)(4-(5,6,7,8-tetrahydro-1,8-naphthyridin-2-yl)butyl)amino)-2-(quinazolin-4-ylamino)butanoic acid CC1=NC=CC=C1OCCN(CC[C@@H](C(=O)O)NC1=NC=NC2=CC=CC=C12)CCCCC1=NC=2NCCCC2C=C1